3-(aminomethyl)oxetane NCC1COC1